4-(4-((1R,5S)-3,8-diazabicyclo[3.2.1]octan-3-yl)-8-fluoro-2-((6-methyl-6-azabicyclo[3.2.1]octan-5-yl)methoxy)pyrido[4,3-d]pyrimidin-7-yl)-5-ethynyl-6-fluoronaphthalen-2-ol [C@H]12CN(C[C@H](CC1)N2)C=2C1=C(N=C(N2)OCC23CCCC(CN2C)C3)C(=C(N=C1)C1=CC(=CC3=CC=C(C(=C13)C#C)F)O)F